1-(7-cyclopentylpyrazolo[1,5-a]pyrimidin-6-yl)-3-[6-[5-[4-[4-[2-(2,6-dioxo-3-piperidyl)-1-oxo-isoindolin-5-yl]piperazin-1-yl]-4-oxo-butyl]-1,2,4-oxadiazol-3-yl]-5-methyl-3-pyridyl]urea C1(CCCC1)C1=C(C=NC=2N1N=CC2)NC(=O)NC=2C=NC(=C(C2)C)C2=NOC(=N2)CCCC(=O)N2CCN(CC2)C=2C=C1CN(C(C1=CC2)=O)C2C(NC(CC2)=O)=O